FC1=C(C(=CC=2CC(OC21)COC2OCCCC2)C#N)I 7-Fluoro-6-iodo-2-(((tetrahydro-2H-pyran-2-yl)oxy)methyl)-2,3-dihydrobenzofuran-5-carbonitrile